5-chloro-2-(difluoromethyl)-N-((1r,4r)-4-((3-(3-methyl-1H-pyrrolo[2,3-b]pyridin-5-yl)-2-oxo-2,3-dihydro-1H-benzo[d]imidazol-1-yl)methyl)cyclohexyl)nicotinamide ClC=1C=NC(=C(C(=O)NC2CCC(CC2)CN2C(N(C3=C2C=CC=C3)C=3C=C2C(=NC3)NC=C2C)=O)C1)C(F)F